Cl.C(N)(=O)C1=NC=CC(=C1)C=1CCCC2=C(C1C1=CC=C(C=C1)CC1CN(C1)CCCF)C=CC(=C2)C(=O)O 8-(2-carbamoylpyridin-4-yl)-9-(4-((1-(3-fluoropropyl)azetidin-3-yl)methyl)phenyl)-6,7-dihydro-5H-benzo[7]annulene-3-carboxylic acid hydrochloride